7-Chloro-8-fluoro-2-(methylsulfanyl)-5-((triisopropylsilyl)ethynyl)pyrido[4,3-d]pyrimidin-4-ol ClC1=C(C=2N=C(N=C(C2C(=N1)C#C[Si](C(C)C)(C(C)C)C(C)C)O)SC)F